2-(octyloxy)imidazo[2,1-f][1,2,4]triazine-4-amine C(CCCCCCC)OC1=NN2C(C(=N1)N)=NC=C2